(2R)-2-amino-5-methyl-hex-5-enoic acid N[C@@H](C(=O)O)CCC(=C)C